NC1=NC=CC=C1C1=NC=2C(=NC(=CC2)C2=CC=CC=C2)N1C1=CC=C(CN2CCC(CC2)NC(C2=CN=CC(=C2)C#N)=O)C=C1 N-(1-(4-(2-(2-aminopyridin-3-yl)-5-phenyl-3H-imidazo[4,5-b]pyridin-3-yl)benzyl)piperidin-4-yl)-5-cyanonicotinamide